N-(1-(3-cyanoazetidin-1-yl)-1-oxopropan-2-yl)-4-(2-oxo-2,3-dihydro-1H-imidazo[4,5-b]pyridin-7-yl)-1H-pyrazole-1-carboxamide C(#N)C1CN(C1)C(C(C)NC(=O)N1N=CC(=C1)C1=C2C(=NC=C1)NC(N2)=O)=O